(6aS,9S)-9-[3-(4-chloro-1H-pyrrol-2-yl)-1,2,4-oxadiazol-5-yl]-12-oxo-5,6,6a,7,8,9,10,12-octahydropyrido[2,1-c][1,4]benzodiazepine ClC=1C=C(NC1)C1=NOC(=N1)[C@H]1CC[C@H]2CNC3=C(C(N2C1)=O)C=CC=C3